3-((6-(2-amino-2-oxo-1-phenylethylthio)-3,5-dicyano-4-ethylpyridin-2-yl)(methyl)amino)propanamide NC(C(SC1=C(C(=C(C(=N1)N(CCC(=O)N)C)C#N)CC)C#N)C1=CC=CC=C1)=O